ClC=1N=C(C2=C(N1)CCCCC2)Cl 2,4-dichloro-6,7,8,9-tetrahydro-5H-cyclohepta[d]pyrimidine